5-phenylthiazol-2-amine dihydrochloride Cl.Cl.C1(=CC=CC=C1)C1=CN=C(S1)N